cis-2-oxo-3,3a,4,6a-tetrahydro-2H-cyclopenta[b]furan-5-carboxylic acid O=C1C[C@H]2[C@@H](O1)C=C(C2)C(=O)O